N-[7-iodo-4-methoxy-[1,3]thiazolo[4,5-c]pyridin-2-yl]benzamide tert-butyl-(2S,4R)-4-amino-2-((methylsulfonyl)methyl)pyrrolidine-1-carboxylate C(C)(C)(C)OC(=O)N1[C@@H](C[C@H](C1)N)CS(=O)(=O)C.IC=1C2=C(C(=NC1)OC)N=C(S2)NC(C2=CC=CC=C2)=O